((1S,4S)-2-oxa-5-azabicyclo[2.2.1]heptan-1-yl)((S)-8-chloro-1-methyl-6-(trifluoromethyl)-3,4-dihydroisoquinolin-2(1H)-yl)methanone hydrochloride salt Cl.[C@]12(OC[C@@H](NC1)C2)C(=O)N2[C@H](C1=C(C=C(C=C1CC2)C(F)(F)F)Cl)C